ClC=1C(=NC=C(C1)B(O)O)C(=O)N[C@H](C(F)(F)F)C 3-chloro-5-(dihydroxyboryl)-N-[(2S)-1,1,1-trifluoropropane-2-yl]pyridine-2-carboxamide